8-(3-(4-(6-fluorobenzo[d]isoxazol-3-yl)piperidin-1-yl)propoxy)-5,6-dihydro-1H-pyrrolo[3,2,1-ij]quinolin-4(2H)-one phosphate P(=O)(O)(O)O.FC1=CC2=C(C(=NO2)C2CCN(CC2)CCCOC=2C=C3CCC(N4C3=C(C2)CC4)=O)C=C1